NC1=C2C(=NC=N1)N(N=C2C(=O)NC2=CC=C(C=C2)C=C)C2CCCC2 4-amino-1-cyclopentyl-N-(4-vinylphenyl)-1H-pyrazolo[3,4-d]pyrimidine-3-carboxamide